tert-Butyl (2S,5S)-4-((4-fluorophenyl)(5-(trifluoromethyl)pyridin-2-yl)methyl)-5-(hydroxymethyl)-2-methylpiperazine-1-carboxylate FC1=CC=C(C=C1)C(N1C[C@@H](N(C[C@H]1CO)C(=O)OC(C)(C)C)C)C1=NC=C(C=C1)C(F)(F)F